2-fluoro-8,8-dimethyl-7,8-dihydro-6H-cyclopenta[e]pyrazolo[1,5-a]pyrimidine-6-carbonitrile FC1=NN2C(N=CC3=C2C(CC3C#N)(C)C)=C1